5-methoxy-2,3-pyridinedicarboxylic acid COC=1C=C(C(=NC1)C(=O)O)C(=O)O